CC(=O)OC[C@@H]1[C@H]([C@@H]([C@@H]([C@H](O1)Br)OC(=O)C)OC(=O)C)OC(=O)C 2,3,4,6-tetra-O-acetyl-α-D-mannopyranosyl bromide